N-(4-{4-[3-(5-tert-Butyl-2-chloro-phenyl)-ureido]-3-fluoro-phenoxy}-pyridin-2-yl)-3-methoxy-propionamide C(C)(C)(C)C=1C=CC(=C(C1)NC(NC1=C(C=C(OC2=CC(=NC=C2)NC(CCOC)=O)C=C1)F)=O)Cl